1-methyl-3-(piperidin-3-yl)-1,3-dihydro-2H-benzo[d]Imidazole-2-one hydrochloride Cl.CN1C(N(C2=C1C=CC=C2)C2CNCCC2)=O